tert-butyl (3S,4S)-3-(4-((2-ethoxyethyl)amino)-2-fluoro-5-nitrobenzamido)-4-fluoropiperidine-1-carboxylate C(C)OCCNC1=CC(=C(C(=O)N[C@H]2CN(CC[C@@H]2F)C(=O)OC(C)(C)C)C=C1[N+](=O)[O-])F